ClC=1N=NC(=CC1C)CCl 3-Chloro-6-(chloromethyl)-4-methylpyridazine